3-methyl-2-(2-{[7-(5-methyl-1,2,4-oxadiazol-3-yl)isoquinolin-1-yl]amino}ethyl)-3H-imidazo[4,5-b]pyridine-6-carboxylic acid ethyl ester C(C)OC(=O)C=1C=C2C(=NC1)N(C(=N2)CCNC2=NC=CC1=CC=C(C=C21)C2=NOC(=N2)C)C